C(C1CO1)OC1=CC=C(C=C1)C(C(C1=CC=C(C=C1)OCC1CO1)C1=CC=C(C=C1)OCC1CO1)C1=CC=C(C=C1)OCC1CO1 1,1,2,2-tetrakis[4-(2,3-epoxypropoxy)phenyl]ethan